C(C)S(=O)CCC (ethylsulfinyl)propane